O[C@@H]1C[C@H](N(C1)C([C@H](C(C)C)C1=CC(=NO1)N1CCN(CC1)C(=O)OC)=O)C(N[C@@H](C)C1=CC=C(C=C1)C1=C(N=CS1)C)=O methyl 4-(5-((R)-1-((2S,4R)-4-hydroxy-2-((S)-1-(4-(4-methylthiazol-5-yl)phenyl)ethylcarbamoyl)pyrrolidin-1-yl)-3-methyl-1-oxobutan-2-yl)isoxazol-3-yl)piperazine-1-carboxylate